(S)-5-((benzhydryl)amino)-2-methyl-3,4-dihydroquinoline-1(2H)-carboxylic acid methyl ester COC(=O)N1[C@H](CCC2=C(C=CC=C12)NC(C1=CC=CC=C1)C1=CC=CC=C1)C